2-[(5,5-dimethyl-2-[4-[2-(oxan-2-yloxy)ethoxy]pyridin-2-yl]-6H,7H-cyclopenta[d]pyrimidin-4-yl)(methyl)amino]-N-(6-methylpyridin-3-yl)acetamide CC1(CCC=2N=C(N=C(C21)N(CC(=O)NC=2C=NC(=CC2)C)C)C2=NC=CC(=C2)OCCOC2OCCCC2)C